5-hydroxy-3-methyl-6-(oxazolo[4,5-b]pyridin-2-yl)-2-(1-phenyl-3,4-dihydroisoquinolin-2(1H)-yl)pyrimidin-4(3H)-one OC=1C(N(C(=NC1C=1OC=2C(=NC=CC2)N1)N1C(C2=CC=CC=C2CC1)C1=CC=CC=C1)C)=O